2-(5-methyl-5-vinyltetrahydro-2-furanyl)-2-propanol CC1(CCC(O1)C(C)(C)O)C=C